1-(5-((2,3-dihydrobenzo[b][1,4]dioxin-5-yl)amino)-7-(methylamino)pyrazolo[1,5-a]pyrimidin-3-yl)urea O1C2=C(OCC1)C(=CC=C2)NC2=NC=1N(C(=C2)NC)N=CC1NC(=O)N